C(#N)C=1C(=CC(=NC1)NC(=O)N1CCCC2=CC(=C(N=C12)C=O)CN1C(CN(CC1)C)=O)NCCOC N-[5-cyano-4-[(2-methoxyethyl)amino]-2-pyridyl]-7-formyl-3,4-dihydro-6-[(4-methyl-2-oxo-1-piperazinyl)methyl]-1,8-naphthyridine-1(2H)-carboxamide